3-(tert-Butoxycarbonylamino)propionic acid C(C)(C)(C)OC(=O)NCCC(=O)O